ClC1=CC=C(C(=N1)C(=O)N)O[C@H](C)C=1C=C(C=C2C(C(=C(OC12)C1=CC=C2C(=N1)N=CO2)C)=O)C 6-Chloro-3-[(1R)-1-(3,6-dimethyl-2-oxazolo[4,5-b]pyridin-5-yl-4-oxo-chromen-8-yl)ethoxy]pyridine-2-carboxamide